1-(4-(3-amino-1H-indazol-5-yl)pyridine-2-yl)-3-phenethylurea NC1=NNC2=CC=C(C=C12)C1=CC(=NC=C1)NC(=O)NCCC1=CC=CC=C1